CN(CCN1N=CC(=C1)NC=1N=CC2=C(N1)N(C(C(=C2)N2CCNC1=C(C=CC=C21)C)=O)C)C 2-[[1-[2-(dimethylamino)ethyl]pyrazol-4-yl]amino]-8-methyl-6-(5-methyl-3,4-dihydro-2H-quinoxalin-1-yl)pyrido[2,3-d]pyrimidin-7-one